BrC=1OC(=NN1)CCC1CC1 2-bromo-5-(2-cyclopropylethyl)-1,3,4-oxadiazole